COC=1C=C(C=CC1OCC=1C=NC(=CC1)C(F)(F)F)C(C)N1C=NC2=C1C=CC(=C2)C#CCCO 4-(1-(1-(3-methoxy-4-((6-(trifluoromethyl)pyridin-3-yl)methoxy)phenyl)ethyl)-1H-benzo[d]imidazol-5-yl)but-3-yn-1-ol